N,N,N-trimethyl-N-hydroxyethylammonium C[N+](CCO)(C)C